(R)-N-(4-butylphenyl)-5-(5-(pyrrolidin-3-yl)-1,2,4-oxadiazol-3-yl)pyridin-2-amine hydrochloride Cl.C(CCC)C1=CC=C(C=C1)NC1=NC=C(C=C1)C1=NOC(=N1)[C@H]1CNCC1